CC1(CN(C=2C1=NC(=CC2)C=2C=NN(C2)C)C2=NC(=NC=N2)C2(CC(=C(C=C2OC)N(C)CCN(C)C)[N+](=O)[O-])N)C 4-(4-(3,3-dimethyl-5-(1-methyl-1H-pyrazol-4-yl)-1H,2H,3H-pyrrolo[3,2-b]pyridin-1-yl)-1,3,5-triazin-2-yl)-N1-(2-(dimethylamino)ethyl)-5-methoxy-N1-methyl-2-nitrobenzene-1,4-diamine